tert-butyl-((2-amino-6-(trifluoromethyl) phenyl) amino) azetidine-1-carboxylate N1(CCC1)C(=O)ON(C1=C(C=CC=C1C(F)(F)F)N)C(C)(C)C